[O-2].[Fe+2].[Ag+] silver-iron-oxide